1-cyclopentyl-6-(isoquinolin-5-ylamino)-3-methyl-1,3-dihydro-2H-imidazo[4,5-c]pyridin-2-one C1(CCCC1)N1C(N(C=2C=NC(=CC21)NC2=C1C=CN=CC1=CC=C2)C)=O